C(CCC(=O)O)(=O)O.C(C=C)(=O)NC=1C(=CC(=C(C1)NC1=NC=C(C(=N1)C1=CN(C2=CC=CC=C12)C)C(=O)OC(C)C)OC)N(C)CCN(C)C isopropyl 2-((5-acrylamido-4-((2-(dimethylamino)ethyl) (methyl)amino)-2-methoxyphenyl)amino)-4-(1-methyl-1H-indol-3-yl)pyrimidine-5-carboxylate succinate